C(C)(=O)OC1C(OC(C(C1OC(C)=O)OC(C)=O)C(=O)OC)N(C1=CC2=C(OC(O2)(F)F)C=C1)C1=NC2=C(C=CC=C2C=C1)Cl 2-((8-chloroquinolin-2-yl)(2,2-difluorobenzo[d][1,3]dioxol-5-yl)amino)-6-(methoxycarbonyl)tetrahydro-2H-pyran-3,4,5-triyl triacetate